2-((Benzo[d]thiazol-5-ylmethyl)(1-(tetrahydro-2H-pyran-4-yl)ethyl)amino)-2-oxoacetic acid methyl ester COC(C(=O)N(C(C)C1CCOCC1)CC=1C=CC2=C(N=CS2)C1)=O